4-((2S,4S)-1-(tert-butoxycarbonyl)-4-(prop-2-yn-1-yloxy)piperidin-2-yl)-3-(3-((tert-butyldimethylsilyl)oxy)propoxy)benzoic acid C(C)(C)(C)OC(=O)N1[C@@H](C[C@H](CC1)OCC#C)C1=C(C=C(C(=O)O)C=C1)OCCCO[Si](C)(C)C(C)(C)C